3-(((R)-7-((2S,4R)-2-(3,4-Difluorophenyl)-4-(methylamino)piperidine-1-carbonyl)-7-azaspiro[4.5]decan-10-yl)methyl)-6-(2-methoxyphenyl)pyrimidin FC=1C=C(C=CC1F)[C@H]1N(CC[C@H](C1)NC)C(=O)N1CC2(CCCC2)[C@@H](CC1)CN1CN=C(C=C1)C1=C(C=CC=C1)OC